NC1=NC(=C(C=C1C=1C=C2CCNC(C2=CC1)=O)C1=CC=C(C=C1)C1CN(CCO1)CC(F)(F)F)F 6-(2-amino-6-fluoro-5-(4-(4-(2,2,2-trifluoroethyl)morpholin-2-yl)phenyl)pyridin-3-yl)-3,4-dihydroisoquinolin-1(2H)-one